C(C)(C)(C)OC(=O)N1CCC(C2=CC=CC=C12)N1C(N(C2=NC(=NC=C2C1)NC1=CC=C(C=C1)N1CCN(C2(CC2)C1)C)C)=O 4-[1-methyl-7-[4-(4-methyl-4,7-diazaspiro[2.5]oct-7-yl)anilino]-2-oxo-4H-pyrimido[4,5-d]pyrimidin-3-yl]-3,4-dihydro-2H-quinoline-1-carboxylic acid tert-butyl ester